pentaerythritol tetrakis{3-(3,5-di-t-butyl-4-hydroxyphenyl) propionate} C(C)(C)(C)C=1C=C(C=C(C1O)C(C)(C)C)CCC(=O)OCC(COC(CCC1=CC(=C(C(=C1)C(C)(C)C)O)C(C)(C)C)=O)(COC(CCC1=CC(=C(C(=C1)C(C)(C)C)O)C(C)(C)C)=O)COC(CCC1=CC(=C(C(=C1)C(C)(C)C)O)C(C)(C)C)=O